CC1=C(N=NN1C1=CC=CC=C1)C(=O)N 5-methyl-1-phenyl-1H-1,2,3-triazole-4-carboxamide